3-ethoxy-4-((1-phenylbut-3-en-1-yl)oxy)benzaldehyde C(C)OC=1C=C(C=O)C=CC1OC(CC=C)C1=CC=CC=C1